6-[3-(Difluoromethoxy)-4-fluoro-phenyl]pyrazin FC(OC=1C=C(C=CC1F)C1=CN=CC=N1)F